COC=1C=C(C#N)C=C(C1)N1CCN(CC1)C(=O)C1=NN(C(C2=CC=CC=C12)=O)C 3-methoxy-5-(4-(3-methyl-4-oxo-3,4-dihydrophthalazine-1-carbonyl)piperazin-1-yl)benzonitrile